N-(4-(5-amino-1-(pyridin-4-yl)imidazo[1,5-c]pyrimidin-3-yl)benzyl)-5-fluoro-2-methoxybenzamide NC1=NC=CC=2N1C(=NC2C2=CC=NC=C2)C2=CC=C(CNC(C1=C(C=CC(=C1)F)OC)=O)C=C2